6-[(1s,2r)-2-fluorocyclopropanamido]-4-[(3-methanesulfonylpyridin-2-yl)amino]-N-(2H3)methylpyridazine-3-carboxamide F[C@H]1[C@@H](C1)C(=O)NC1=CC(=C(N=N1)C(=O)NC([2H])([2H])[2H])NC1=NC=CC=C1S(=O)(=O)C